6-methyl-N-[(1-methyl-1H-pyrazol-4-yl)methyl]-2-oxo-5-phenyl-1-[3-(trifluoromethyl)-phenyl]-1,2-dihydropyridine-3-carboxamide CC1=C(C=C(C(N1C1=CC(=CC=C1)C(F)(F)F)=O)C(=O)NCC=1C=NN(C1)C)C1=CC=CC=C1